C(C)OC(=O)N1CC(CC1)(C)CO 3-(hydroxymethyl)-3-methylpyrrolidine-1-carboxylic acid ethyl ester